1,3-bis(1-butynyloxy)-2-propanol C(#CCC)OCC(COC#CCC)O